2,4-dichloro-5H,7H-6λ6-thieno[3,4-d]pyrimidine-6,6-dione ClC=1N=C(C2=C(N1)CS(C2)(=O)=O)Cl